N-(5-fluoro-4-(3-isopropyl-2-methyl-2H-indazol-5-yl)pyrimidin-2-yl)-5,6,7,8-tetrahydro-1,6-naphthyridin-2-amine FC=1C(=NC(=NC1)NC1=NC=2CCNCC2C=C1)C1=CC2=C(N(N=C2C=C1)C)C(C)C